3,4-diphenyl-2,5-thiophenedicarboxylic acid C1(=CC=CC=C1)C1=C(SC(=C1C1=CC=CC=C1)C(=O)O)C(=O)O